CC(=C(C)C)C 1,1,2,2-tetramethylethylene